6-(2-(((1r,4r)-4-ethyl-4-hydroxycyclohexyl)amino)-6-fluoro-4-methoxypyrrolo[2,1-f][1,2,4]triazin-5-yl)-N-methylimidazo[1,2-a]pyridine-3-carboxamide C(C)C1(CCC(CC1)NC1=NN2C(C(=N1)OC)=C(C(=C2)F)C=2C=CC=1N(C2)C(=CN1)C(=O)NC)O